O1C(=CC=C1)N[C@@H](C)C(=O)O 2-Furyl-L-alanine